ClC=1C=CC(=C(C1)C1(SC(=CC1)C(=O)NCCCCO)C(=O)N)OCCOC 2-(5-chloro-2-(2-methoxyethoxy)phenyl)-N5-(4-hydroxybutyl)thiophene-2,5-dicarboxamide